chloro-4-(2,2-difluoroethyl)-3-oxo-3,4-dihydro-2H-benzo[b][1,4]oxazine-8-sulfonyl chloride ClC1C(N(C2=C(O1)C(=CC=C2)S(=O)(=O)Cl)CC(F)F)=O